Methyl 3-(7-(2-(cycloheptylamino)-2-oxoethoxy)naphthalen-2-yl)-3-(2,3-dihydrobenzo[b][1,4]dioxin-6-yl)propanoate C1(CCCCCC1)NC(COC1=CC=C2C=CC(=CC2=C1)C(CC(=O)OC)C1=CC2=C(OCCO2)C=C1)=O